CC1=CN=C(S1)C=1C=C(C(=O)NCC=2N=NC(=CC2)C(F)(F)F)C=C(C1)OC1COC1 3-(5-Methyl-1,3-thiazol-2-yl)-5-(oxetan-3-yloxy)-N-{[6-(trifluoromethyl)pyridazin-3-yl]methyl}benzamide